N-((4,5-dichloro-2-methoxyphenyl)(1-methylpiperidin-4-yl)methyl)-2,2,2-trifluoroacetamide ClC1=CC(=C(C=C1Cl)C(NC(C(F)(F)F)=O)C1CCN(CC1)C)OC